2-(4-chloro-3-fluorophenoxy)-N-(4-(5-(4-chloro-3-fluorophenoxy)-1,3,4-oxadiazol-2-yl)-3-hydroxybicyclo[2.2.2]octan-1-yl)acetamide ClC1=C(C=C(OCC(=O)NC23CC(C(CC2)(CC3)C=3OC(=NN3)OC3=CC(=C(C=C3)Cl)F)O)C=C1)F